4-[2-({[(2S,4R)-1-[(2S)-2-[(1-fluorocyclopropyl)formamido]-3,3-dimethylbutanoyl]-4-hydroxypyrrolidin-2-yl]formamido}methyl)-5-(4-methyl-1,3-thiazol-5-yl)phenoxy]butanoic acid FC1(CC1)C(=O)N[C@H](C(=O)N1[C@@H](C[C@H](C1)O)C(=O)NCC1=C(OCCCC(=O)O)C=C(C=C1)C1=C(N=CS1)C)C(C)(C)C